NCCNCC1=C(C(N=C(N1)C=1SC=CN1)C1=C(C=C(C=C1)F)Br)C(=O)OCC ethyl 6-(((2-aminoethyl) amino) methyl)-4-(2-bromo-4-fluorophenyl)-2-(thiazol-2-yl)-1,4-dihydropyrimidine-5-carboxylate